P-(1-aminomethyl)-phosphonic acid NCP(O)(O)=O